4-amino-N,1-dimethyl-N-(4-(pentafluoro-lambda~6~-sulfanyl)benzyl)-1H-pyrazolo[4,3-c][1,7]naphthyridine-8-carboxamide NC1=NC=2C=NC(=CC2C2=C1C=NN2C)C(=O)N(CC2=CC=C(C=C2)S(F)(F)(F)(F)F)C